[N+](=O)([O-])N1N=NN=C1C(=O)[O-] NITROTETRAZOLAT